C(C1=CC=CC=C1)N(C(=S)SSCCCCCCSSC(N(CC1=CC=CC=C1)CC1=CC=CC=C1)=S)CC1=CC=CC=C1 1,6-bis(N,N'-dibenzyl-thiocarbamoyldithio)-hexane